BrC1=C(C(=C(C(=C1F)F)O)F)C1=NC(=NO1)C(=O)N1CC=2C=CC=C(C2CC1)C#N 2-(5-(2-Bromo-3,4,6-trifluoro-5-hydroxyphenyl)-1,2,4-oxadiazole-3-carbonyl)-1,2,3,4-tetrahydroisoquinoline-5-carbonitrile